C(C)OC1=C2C3=C(N=CC2=CC=C1C1=CC=CC=C1)C(C1=CC(=CC=C13)C)(C)C ethoxy-7,7,9-trimethyl-2-phenyl-7H-indeno[2,1-c]isoquinoline